(8-(methylamino)-5-(6-(methylsulfonyl)-[1,2,4]triazolo[1,5-a]pyridin-2-yl)-2,7-naphthyridin-3-yl)cyclopropanecarboxamide CNC=1N=CC(=C2C=C(N=CC12)C1(CC1)C(=O)N)C1=NN2C(C=CC(=C2)S(=O)(=O)C)=N1